CC=1C=C(C=C2C=NN(C12)C(=O)OC(C)(C)C)CC(C(=O)N1CCN(CC1)C1CCN(CC1)C)OC(=O)OC1=CC=C(C=C1)[N+](=O)[O-] tert-butyl 7-methyl-5-(3-(4-(1-methylpiperidin-4-yl)piperazin-1-yl)-2-(((4-nitrophenoxy)carbonyl)oxy)-3-oxopropyl)-1H-indazole-1-carboxylate